(2S,4S,5R)-5-(hydroxymethyl)tetrahydrofuran-2,4-diol OC[C@@H]1[C@H](C[C@H](O1)O)O